Bis(2-ethylhexyl) adipat C(CCCCC(=O)OCC(CCCC)CC)(=O)OCC(CCCC)CC